2-(azetidin-3-yl)-N-[(3R,5S)-1-[8-(difluoromethyl)quinoxalin-5-yl]-5-methylpiperidin-3-yl]Acetamide N1CC(C1)CC(=O)N[C@H]1CN(C[C@H](C1)C)C1=C2N=CC=NC2=C(C=C1)C(F)F